C1(CC1)CC(=O)N1CC=2NC(=NC2C1)C1=NNC2=CC(=CC=C12)C1=C(C=C(C(=C1)F)O)CC 2-cyclopropyl-1-(2-(6-(2-ethyl-5-fluoro-4-hydroxyphenyl)-1H-indazol-3-yl)-4,6-diHydropyrrolo[3,4-d]imidazol-5(1H)-yl)ethan-1-one